N-(2,4-difluorobenzylidene)-2-methylpropane-2-sulfinamide FC1=C(C=NS(=O)C(C)(C)C)C=CC(=C1)F